1-(5-{[4-(4-chlorothien-2-yl)-5-{[(2R)-2-methylpyrrolidin-1-yl]methyl}-1,3-thiazol-2-yl]carbamoyl}-3-fluoropyridin-2-yl)piperidine-4-carboxylic acid hydrochloride Cl.ClC=1C=C(SC1)C=1N=C(SC1CN1[C@@H](CCC1)C)NC(=O)C=1C=C(C(=NC1)N1CCC(CC1)C(=O)O)F